2-(4-(3-isopropyl-2-(tetrazolo[1,5-a]pyridin-6-yl)-1H-indol-5-yl)piperidin-1-yl)-N,N-dimethylacetamide C(C)(C)C1=C(NC2=CC=C(C=C12)C1CCN(CC1)CC(=O)N(C)C)C=1C=CC=2N(C1)N=NN2